ClC=1C=C2C(=NC1)CN(C2=O)CC2=CC=C(C=C2)OC 3-chloro-6-(4-methoxybenzyl)-6,7-dihydro-5H-pyrrolo[3,4-b]Pyridin-5-one